BrC=1C=C(C=CC1)C1(CC(C1)O)C(=O)OC (1r,3r)-methyl 1-(3-bromophenyl)-3-hydroxycyclobutane-carboxylate